CC1=C(C(=C(C(=C1C)OC)C)C)S(=O)(=O)N 2,3,5,6-tetramethyl-4-methoxybenzenesulfonamide